1,2,3-tri-O-acetyl-5-deoxy-D-ribofuranose C(C)(=O)OC1[C@H](OC(C)=O)[C@H](OC(C)=O)[C@H](O1)C